C1(=CC=CC=C1)C1=CC=C(NC2=CC=CC=C2C(=O)O)C=C1 p-phenylanilinebenzoic acid